NC1=C2NC(N(C2=NC(=N1)P(=O)(C)C)CC=1C=CC(=NC1)N1CC(N(CC1)C(=O)OC(C)(C)C)(C)C)=O tert-butyl 4-[5-[(6-amino-2-dimethylphosphoryl-8-oxo-7H-purin-9-yl)methyl]-2-pyridyl]-2,2-dimethyl-piperazine-1-carboxylate